(S)-8-(4'-((1-aminocyclopropyl)methyl)-2,2'-dichloro-[1,1':3',1''-terphenyl]-3-yl)-3-((((5-oxopyrrolidin-2-yl)methyl)amino)methyl)-4H-pyrido[1,2-a]pyrimidin-4-one NC1(CC1)CC1=C(C(=C(C=C1)C1=C(C(=CC=C1)C1=CC=2N(C(C(=CN2)CNC[C@H]2NC(CC2)=O)=O)C=C1)Cl)Cl)C1=CC=CC=C1